OC1=C(C(=O)C2=CC=CC=C2)C=C(C(=C1)OC)O 2,5-dihydroxyl-4-methoxyl-benzophenone